C(C)(C)C=1C(=NNC1C=1C=C(C=2N(C1)N=CN2)OC)C2=CC=C(C=C2)[C@H](C)N(C([C@@H](C)NC)=O)C (R)-N-((S)-1-(4-(4-isopropyl-5-(8-methoxy-[1,2,4]triazolo[1,5-a]pyridin-6-yl)-1H-pyrazol-3-yl)phenyl)ethyl)-N-methyl-2-(methylamino)propanamide